C(N)(OC1=C(C(=CC=C1)Br)CO)=O (3-bromo-2-(hydroxymethyl) phenyl) carbamate